6-(5-cyanopyridin-2-yl)-4-hydroxy-1-(2-morpholinylethyl)-2-oxo-N-(spiro[3.3]hept-2-yl)-1,2-dihydro-1,8-naphthyridine-3-carboxamide C(#N)C=1C=CC(=NC1)C=1C=C2C(=C(C(N(C2=NC1)CCN1CCOCC1)=O)C(=O)NC1CC2(C1)CCC2)O